C(C)(C)OP(OC(C)C)(=O)N1C(C1)C diisopropyl(2-methylaziridin-1-yl)phosphonate